4-methyl-3,5-dihydroxybiphenyl CC1=C(C=C(C=C1O)C1=CC=CC=C1)O